(S)-8'-(difluoromethoxy)-8-fluoro-7-(methylthio)-6'-(trifluoromethyl)-3'h-spiro[chroman-4,2'-imidazo[1,2-a]pyridine] FC(OC=1C=2N(C=C(C1)C(F)(F)F)C[C@]1(N2)CCOC2=C(C(=CC=C21)SC)F)F